1,3-bis(tert-butyl)-2-chlorocyclodisilazane C(C)(C)(C)N1[SiH](N([SiH2]1)C(C)(C)C)Cl